1-(2,3-dihydrofuro[2,3-c]pyridin-5-yl)ethan-1-one Gallium-silicon [Si].[Ga].O1CCC=2C1=CN=C(C2)C(C)=O